2-methyl-2-(4-methylpent-3-enyl)chromen-5-ol CC1(OC=2C=CC=C(C2C=C1)O)CCC=C(C)C